NCNCCS(=O)(=O)O 2-(Aminomethylamino)ethanesulfonic acid